(2R,4R)-N2-(5-(1-amino-1-(3-fluorophenyl)-3-cyclopropyl-propyl)-2-fluorophenyl)-4-hydroxypyrrolidine-2-carboxamide NC(CCC1CC1)(C1=CC(=CC=C1)F)C=1C=CC(=C(C1)NC(=O)[C@@H]1NC[C@@H](C1)O)F